BrC1=C(C=C2C=NNC2=C1)OC1=C(C=C(C=C1)F)F 6-bromo-5-(2,4-difluorophenoxy)-1H-indazole